4-[[5-(4-chloro-2-methoxy-anilino)-4-methyl-3-pyridinyl]methyl]-3-fluoro-N-(methylsulfamoyl)pyridin-2-amine ClC1=CC(=C(NC=2C(=C(C=NC2)CC2=C(C(=NC=C2)NS(NC)(=O)=O)F)C)C=C1)OC